N1=NNC(C1)=S TRIAZOLINTHIONE